NC=1C=CC(=C2CN(C(C12)=O)C/C(/C#N)=C/C=1C=NN(C1)C)C1=CC=C2C=NN(C2=C1)C (2Z)-2-{[7-amino-4-(1-methyl-1H-indazol-6-yl)-1-oxo-2,3-dihydro-1H-isoindol-2-yl]methyl}-3-(1-methyl-1H-pyrazol-4-yl)prop-2-enenitrile